CC1=CC=C(C=C1)S(=O)(=O)[O-].CN1C(=[N+](C=C1)CCO)C 1,2-dimethyl-3-hydroxyethylimidazolium p-methylbenzenesulfonate